[N-](S(=O)(=O)C(F)(F)F)S(=O)(=O)C(F)(F)F.OCC[NH2+]CCO bis(2-hydroxyethyl)ammonium bis(trifluoromethylsulfonyl)imide